(2E)-2-[(5E)-5-[(3,5-dimethyl-1H-pyrrol-2-yl)methylene]-4-methoxypyrrol-2-ylidene]indole CC1=C(NC(=C1)C)\C=C\1/C(=C/C(/N1)=C/1\N=C2C=CC=CC2=C1)OC